BrC1=CC=C2C=NN(C2=C1OC)C1OCCCC1 6-Bromo-7-methoxy-1-(tetrahydro-2H-pyran-2-yl)-1H-indazole